Sodium 4-(4-(benzyloxy)phenyl)-3-(quinolin-2-yl)-5-thioxo-4,5-dihydro-1,2,4-triazol-1-ide C(C1=CC=CC=C1)OC1=CC=C(C=C1)N1C(=N[N-]C1=S)C1=NC2=CC=CC=C2C=C1.[Na+]